4,4-dimethyl-6-(6-(1-methyl-1H-pyrazol-4-yl)-1H-pyrrolo[2,3-b]pyridin-3-yl)-3,4-dihydroisoquinolin-1(2H)-one CC1(CNC(C2=CC=C(C=C12)C1=CNC2=NC(=CC=C21)C=2C=NN(C2)C)=O)C